1-(3-chloro-4-methylphenethyl)-3-((5-(2,6-dioxopiperidin-3-yl)-6-oxo-5,6-dihydro-4H-thieno[2,3-c]pyrrol-2-yl)methyl)urea ClC=1C=C(CCNC(=O)NCC2=CC3=C(C(N(C3)C3C(NC(CC3)=O)=O)=O)S2)C=CC1C